CNC(=O)C1=NC=C(C=C1C)NC1=NC=CC(=N1)N1C[C@H]2CC[C@@H](C1)N2CC2=CC=NO2 N,3-dimethyl-5-({4-[(1R,5S)-8-(1,2-oxazol-5-ylmethyl)-3,8-diazabicyclo[3.2.1]oct-3-yl]pyrimidin-2-yl}amino)pyridine-2-carboxamide